6-fluoro-1,3-dihydroindol-2-one FC1=CC=C2CC(NC2=C1)=O